CCCCC/C=C\C/C=C\C/C=C\C/C=C\CCCC(=O)O[C@H](COC(=O)CCCCCCC/C=C\CCCC)COP(=O)(O)OC[C@@H](C(=O)O)N 1-(9Z-tetradecenoyl)-2-(5Z,8Z,11Z,14Z-eicosatetraenoyl)-glycero-3-phosphoserine